ClC1=CC2=C(N=CN(C2=O)CC2(CCN(CC2)C(C2=CC=C(C=C2)F)=O)O)N1C1=CC=C(C=C1)[C@H]1COC(CN1C(=O)OC(C)(C)C)(C)C tert-butyl (S)-5-(4-(6-chloro-3-((1-(4-fluorobenzoyl)-4-hydroxypiperidin-4-yl)methyl)-4-oxo-3,4-dihydro-7H-pyrrolo[2,3-d]pyrimidin-7-yl)phenyl)-2,2-dimethylmorpholine-4-carboxylate